tert-butyl 4-(1-((2-methyl-8-(trifluoromethyl)imidazo[1,2-a]pyridin-6-yl)carbamoyl)-2,3-dihydro-1H-pyrrolo[2,3-b]pyridin-4-yl)piperazine-1-carboxylate CC=1N=C2N(C=C(C=C2C(F)(F)F)NC(=O)N2CCC=3C2=NC=CC3N3CCN(CC3)C(=O)OC(C)(C)C)C1